tert-Butyl 4-[1-(5-fluoro-4-iodo-pyrazol-1-yl)ethyl]piperidine-1-carboxylate FC1=C(C=NN1C(C)C1CCN(CC1)C(=O)OC(C)(C)C)I